(2S,3S)-3-[(benzyloxy)methyl]-1-(tert-butoxycarbonyl)pyrrolidine-2-carboxylic acid C(C1=CC=CC=C1)OC[C@@H]1[C@H](N(CC1)C(=O)OC(C)(C)C)C(=O)O